(S)-(1-(1-(cyclopropylmethyl)-3-methyl-6-((1-(3,4,5-trimethoxyphenyl)-1H-imidazol-4-yl)amino)-1H-pyrazolo[3,4-d]pyrimidin-4-yl)pyrrolidin-2-yl)methanol C1(CC1)CN1N=C(C=2C1=NC(=NC2N2[C@@H](CCC2)CO)NC=2N=CN(C2)C2=CC(=C(C(=C2)OC)OC)OC)C